BrC=1C=C(C(=NC1)Cl)C(=O)NCC1=CC=C(C=C1)OC 5-bromo-2-chloro-N-[(4-methoxyphenyl)methyl]pyridine-3-carboxamide